4,7-dichloro-1H-quinolin-2-one ClC1=CC(NC2=CC(=CC=C12)Cl)=O